(2-cyano-4-chlorobenzyl) sulfone C(#N)C1=C(CS(=O)(=O)CC2=C(C=C(C=C2)Cl)C#N)C=CC(=C1)Cl